N-acetoxy-3-methyl-3-(4-methoxyphenyl)-2-cyanoacrylimidoate C(C)(=O)ON=C(C(=C(C1=CC=C(C=C1)OC)C)C#N)[O-]